N-(1-hydroxybut-2-yl)-5-methoxy-4-(2-(spiro[2.3]hex-5-yl)vinyl)pyridinecarboxamide OCC(CC)NC(=O)C1=NC=C(C(=C1)C=CC1CC2(CC2)C1)OC